N[C@H](C(=O)O)CC1=CN(C2=CC=CC=C12)CC(=O)OC(C)(C)C (S)-2-amino-3-(1-(2-(tert-butoxy)-2-oxoethyl)-1H-indol-3-yl)propanoic acid